Cl.ClC1=CC2=C(C(=NO2)C2=C(C=CC=C2)[C@H](CC2=NC(=CC=C2F)C#N)N)C=C1 (S)-1-[2-(6-Chlorobenzo[d]isoxazol-3-yl)phenyl]-2-(6-cyano-3-fluoropyridin-2-yl)ethan-1-amine hydrochloride